Cl.C(C)[C@H]1OC2=C(CNC1)N=CC=C2 (R)-2-Ethyl-2,3,4,5-tetrahydropyrido[2,3-f][1,4]oxazepine, hydrochloride